trans-(S)-2-[[4-(3-isoquinolylmethyl)pyrazolo[1,5-a]pyridine-3-carbonyl]amino]spiro[3.3]heptane-6-carboxylic acid 1-phenylethyl ester C1(=CC=CC=C1)[C@H](C)OC(=O)C1CC2(CC(C2)NC(=O)C=2C=NN3C2C(=CC=C3)CC=3N=CC2=CC=CC=C2C3)C1